N1C(=NC2=C1C=CC=C2)CC=2C(=NC(=NC2)C2=NC(=NC=C2)N)C#CC=2C=C1C=NNC1=CC2 ((1H-benzo[d]imidazol-2-yl)methyl)-4-((1H-indazol-5-yl)ethynyl)-[2,4'-bipyrimidin]-2'-amine